C(C)(=O)NC1=CC=C(C=C1)N=NC1=C(C=C2C=C(C=C(C2=C1O)S(=O)(=O)[O-])S(=O)(=O)[O-])S(=O)(=O)[O-] 7-[[4-acetamidophenyl] azo]-8-hydroxy-1,3,6-naphthalenetrisulfonate